C(C)[C@]1(C(OCC=2C(N3CC=4C(=NC=5C=C(C(=CC5C4CN4CCN(CC4)C)OC)F)C3=CC21)=O)=O)O (S)-4-ethyl-8-fluoro-4-hydroxy-9-methoxy-11-((4-methylpiperazin-1-yl)methyl)-1,12-dihydro-14H-pyrano[3',4':6,7]indolizino-[1,2-b]quinoline-3,14(4H)-dione